[Y].[Gd].[Ce] cerium-gadolinium-yttrium